4-piperidylacetic acid N1CCC(CC1)CC(=O)O